4-(2-bromovinyl)-1,3-dioxan-2-one BrC=CC1OC(OCC1)=O